FC1=CC=2N(C=C1)N=C(N2)N[C@@H]2C[C@H](CC2)NC2=CC=C(C=N2)N2C(C1=NC=CC=C1C2)=O 6-(6-(((1S,3S)-3-((7-fluoro-[1,2,4]triazolo[1,5-a]pyridin-2-yl)amino)cyclopentyl)amino)pyridin-3-yl)-5,6-dihydro-7H-pyrrolo[3,4-b]pyridin-7-one